N1N=C(N=C1)S(=O)(=O)N1C=C(C(=C1)C1=CC=CC=C1)C(=O)OC methyl 1-((1H-1,2,4-triazol-3-yl) sulfonyl)-4-phenyl-1H-pyrrole-3-carboxylate